aluminum copper salt [Cu].[Al]